NC1=C(C#N)C=C(C(=N1)Cl)F 2-amino-6-chloro-5-fluoronicotinonitrile